tert-butyl (R)-3-((2-chloroquinolin-6-yl)amino)pyrrolidine-1-carboxylate ClC1=NC2=CC=C(C=C2C=C1)N[C@H]1CN(CC1)C(=O)OC(C)(C)C